2,3-dimethylcyclopropylcarboxylic acid ethyl ester C(C)OC(=O)C1C(C1C)C